3-(2,6-dichloro-3,5-dimethoxyphenyl)-1-methyl-7-(1-(2-morpholinoethyl)-1H-pyrazol-4-yl)-1,6-naphthyridin-2(1H)-one ClC1=C(C(=C(C=C1OC)OC)Cl)C=1C(N(C2=CC(=NC=C2C1)C=1C=NN(C1)CCN1CCOCC1)C)=O